4-amino-8-(trans-4-aminocyclohexoxy)-N-(cyanomethyl)-5,5-dimethyl-6H-benzo[h]quinazoline-7-carboxamide NC1=NC=NC=2C=3C(CC(C12)(C)C)=C(C(=CC3)O[C@@H]3CC[C@H](CC3)N)C(=O)NCC#N